2,4-dihydroxy-5-isopropyl-N-(1-methylindolin-5-yl)benzamide OC1=C(C(=O)NC=2C=C3CCN(C3=CC2)C)C=C(C(=C1)O)C(C)C